C1CC12CN(C2)C2=CC=1C(N=C2)=NN(C1)C=1C=C(C=CC1)NC(=O)N1CCC1 N-[3-(5-{5-azaspiro[2.3]hex-5-yl}-2H-pyrazolo[3,4-b]pyridin-2-yl)phenyl]azetidine-1-carboxamide